4-(benzyloxy)-1-(6-chloro-5-methoxypyridin-3-yl)-3,3-dimethylbut-an-2-one C(C1=CC=CC=C1)OCC(C(CC=1C=NC(=C(C1)OC)Cl)=O)(C)C